(R)-1-(4-(5-(pyrrolidin-3-yl)-1,2,4-oxadiazol-3-yl)phenyl)ethan-1-one O-heptyl oxime hydrochloride Cl.C(CCCCCC)ON=C(C)C1=CC=C(C=C1)C1=NOC(=N1)[C@H]1CNCC1